ClC=1C(=C(C=C(C1)F)N)N 3-chloro-5-fluoro-1,2-phenylenediamine